6-(4-fluorophenyl)-3-nitropyridin-2-amine FC1=CC=C(C=C1)C1=CC=C(C(=N1)N)[N+](=O)[O-]